1-(5-fluoro-2-((4-nitrophenyl)amino)phenyl)ethan-1-one FC=1C=CC(=C(C1)C(C)=O)NC1=CC=C(C=C1)[N+](=O)[O-]